3-(((tert-butyldimethylsilyl)oxy)methyl)-2-oxopyrrolidine [Si](C)(C)(C(C)(C)C)OCC1C(NCC1)=O